tert-butyl ((1R,3R)-3-hydroxycyclopentyl)(methyl)carbamate O[C@H]1C[C@@H](CC1)N(C(OC(C)(C)C)=O)C